1-((2S,4R)-4-((2-((1-ethyl-1H-pyrazol-4-yl)amino)-7H-pyrrolo[2,3-d]pyrimidin-4-yl)amino)-pyrrolidin-1-yl)prop-2-en-1-one C(C)N1N=CC(=C1)NC=1N=C(C2=C(N1)NC=C2)N[C@@H]2CCN(C2)C(C=C)=O